methyl 2-(4-chloro-3-cyanophenyl)acetate ClC1=C(C=C(C=C1)CC(=O)OC)C#N